ClC=1C=NC=C(C1NC(C1=CC(=C(C=C1)OC(F)F)OCCCCN1CCN(CC1)CC(=O)NC1=CC(=CC=C1)NC1C(NC(CC1)=O)=O)=O)Cl N-(3,5-Dichloropyridin-4-yl)-4-(difluoromethoxy)-3-(4-(4-(2-((3-((2,6-dioxopiperidin-3-yl)amino)phenyl)amino)-2-oxoethyl)piperazin-1-yl)butoxy)benzamide